(R)-N-(5-chloro-2-fluoro-3-((5-fluoro-3-methyl-4-oxo-3,4-dihydroquinazolin-6-yl)amino)phenyl)-3-fluoropyrrolidine-1-sulfonamide ClC=1C=C(C(=C(C1)NS(=O)(=O)N1C[C@@H](CC1)F)F)NC=1C(=C2C(N(C=NC2=CC1)C)=O)F